4-(cyclopropylmethoxy)-2-nitrophenol C1(CC1)COC1=CC(=C(C=C1)O)[N+](=O)[O-]